1-(2-fluoro-4-((5-fluoro-4-(4-fluoro-1-isopropyl-2-methyl-1H-benzo[d]imidazol-6-yl)pyrimidin-2-yl)amino)benzyl)piperidin-4-ol FC1=C(CN2CCC(CC2)O)C=CC(=C1)NC1=NC=C(C(=N1)C=1C=C(C2=C(N(C(=N2)C)C(C)C)C1)F)F